3-((4,4-bis(((Z)-oct-5-en-1-yl)oxy)butanoyl)oxy)-2-(((3-((3-morpholinopropyl)amino)propanoyl)oxy)methyl)propyl (9Z,12Z)-octadeca-9,12-dienoate C(CCCCCCC\C=C/C\C=C/CCCCC)(=O)OCC(COC(CCC(OCCCC\C=C/CC)OCCCC\C=C/CC)=O)COC(CCNCCCN1CCOCC1)=O